CC(CNC(OC(C)(C)C)=O)(C=O)C Tert-butyl (2,2-dimethyl-3-oxopropyl)carbamate